4-fluorochromane FC1CCOC2=CC=CC=C12